5-phenyl-N-[(trans)-3-(cyanoamino)cyclobutyl]-1,3-thiazole-2-carboxamide C1(=CC=CC=C1)C1=CN=C(S1)C(=O)N[C@@H]1C[C@H](C1)NC#N